C(#N)C=1C(=C(CC2N(CC3(CC3)C2NS(=O)(=O)C)C(C(C)C)=O)C=CC1)F N-(6-(3-cyano-2-fluorobenzyl)-5-isobutyryl-5-azaspiro[2.4]heptan-7-yl)methanesulfonamide